COC1=CC=C(C=C1)SCC=1C=C(C=CC1)B(O)O (3-([(4-METHOXYPHENYL)SULFANYL]METHYL)PHENYL)BORANEDIOL